C1(CC1)N1C(=NC(=C1)C(F)(F)F)C1=CC=C(C=C1)CN1C(C(=CC2=C1N=C(N=C2)C=2C(=NC=NC2OC)C2CC2)[Sn](C)(C)C)=O 8-({4-[1-cyclopropyl-4-(trifluoromethyl)imidazol-2-yl]phenyl}methyl)-2-(4-cyclopropyl-6-methoxypyrimidin-5-yl)-6-(trimethylstannyl)pyrido[2,3-d]pyrimidin-7-one